C(C=C)[C@]1([C@@H](CCC1)S(=O)[O-])C.[Na+] SODIUM (1R,2S)-2-ALLYL-2-METHYLCYCLOPENTANE-1-SULFINATE